N-((1r,4r)-4-hydroxycyclohexyl)-3-methylbenzenesulfonamide OC1CCC(CC1)NS(=O)(=O)C1=CC(=CC=C1)C